1-{4-[1-(4-cyclohexyl-3-trifluoromethyl-benzyloxyimino)-ethyl]-2-ethyl-benzyl}-azetidine-3-carboxylic acid C1(CCCCC1)C1=C(C=C(CON=C(C)C2=CC(=C(CN3CC(C3)C(=O)O)C=C2)CC)C=C1)C(F)(F)F